FC1=CC=C(C=C1)CCC(CC=1OC(=NN1)C)=O 4-(4-fluorophenyl)-1-(5-methyl-1,3,4-oxadiazol-2-yl)butan-2-one